S1C=NC2=C1CCC2=O 5,6-dihydro-4H-cyclopenta[d]thiazol-4-one